FC1=C(C=C(C=C1)CCN)OC 2-(4-fluoro-3-methoxyphenyl)ethane-1-amine